6-amino-3-(2-methylbenzyl)isobenzofuran-1(3H)-one NC1=CC=C2C(OC(C2=C1)=O)CC1=C(C=CC=C1)C